2-methylpropan-2-yl 4-[6-(2-chloro-5-fluorophenyl)-6-hydroxy-2-methyl-5-nitro-8-oxo-7,8-dihydro-6H-pyrrolo[4,3-g]indazol-3-yl]-1,2,3,6-tetrahydropyridine-1-carboxylate ClC1=C(C=C(C=C1)F)C1(NC(C2=C1C(=CC1=C(N(N=C21)C)C=2CCN(CC2)C(=O)OC(C)(C)C)[N+](=O)[O-])=O)O